8-(2,6-difluorophenyl)-5-methyl-13-[2-(4-methyltetrahydropyran-4-yl)ethynyl]-3,4,7,9,12-pentazatricyclo[8.4.0.02,6]tetradeca-1(10),2(6),4,7,11,13-hexaene FC1=C(C(=CC=C1)F)C1=NC=2C(=NNC2C=2C=C(N=CC2N1)C#CC1(CCOCC1)C)C